C1(CC1)C1=C(C(=O)OC)C=CC(=C1)C#C[Si](C(C)C)(C(C)C)C(C)C Methyl 2-cyclopropyl-4-{[tri(propan-2-yl)silyl]ethynyl}benzoate